1-(2-(pyrazolo[1,5-a]pyridine-3-carbonyl)-2-azaspiro[3.3]heptan-6-yl)-3-(3-(trifluoromethyl)phenyl)urea N1=CC(=C2N1C=CC=C2)C(=O)N2CC1(C2)CC(C1)NC(=O)NC1=CC(=CC=C1)C(F)(F)F